8-((triisopropylsilyl)ethynyl)naphthalen C(C)(C)[Si](C(C)C)(C(C)C)C#CC=1C=CC=C2C=CC=CC12